FC1=C(C=C2NC(C=3N(C2=C1)C=CC3)=O)CN3CC(C(=CC3)C=3C=NC(=CC3)C(=O)NC([2H])([2H])[2H])C 1'-((8-fluoro-4-oxo-4,5-dihydropyrrolo[1,2-a]quinoxalin-7-yl)methyl)-3'-methyl-N-(methyl-d3)-1',2',3',6'-tetrahydro-[3,4'-bipyridine]-6-carboxamide